2-(2-chloroethoxy)-5-(2-(4-hydroxyphenyl)propan-2-yl)-3-methoxybenzonitrile ClCCOC1=C(C#N)C=C(C=C1OC)C(C)(C)C1=CC=C(C=C1)O